C(C)(C)(C)N1N=C(C=C1C)NC1=C(C(=CC(=N1)C[C@@]1(C[C@H](NCC1)C)C(=O)OC(C)(C)C)C)F tert-butyl (2R,4R)-4-((6-((1-(tert-butyl)-5-methyl-1H-pyrazol-3-yl)amino)-5-fluoro-4-methylpyridin-2-yl)methyl)-2-methylpiperidine-4-carboxylate